5-(tert-butyl)-3-methyl-1,2-phenylene bis(diphenyl carbamate) C1(=CC=CC=C1)N(C(OC1=C(C(=CC(=C1)C(C)(C)C)C)OC(N(C1=CC=CC=C1)C1=CC=CC=C1)=O)=O)C1=CC=CC=C1